2-chloro-4,6-bis(3-(triphenylsilyl)phenyl)-1,3,5-triazine ClC1=NC(=NC(=N1)C1=CC(=CC=C1)[Si](C1=CC=CC=C1)(C1=CC=CC=C1)C1=CC=CC=C1)C1=CC(=CC=C1)[Si](C1=CC=CC=C1)(C1=CC=CC=C1)C1=CC=CC=C1